C(CCCCCCCCCCCCCCCCC)(=O)OC[C@@H](OC(CCC\C=C/C\C=C/C\C=C/C\C=C/CCCCC)=O)COP(=O)(O)OC[C@H](N)C(=O)O 1-stearoyl-2-arachidonoyl-sn-glycero-3-phospho-L-serine